diacryloyl disulfide C(C=C)(=O)SSC(C=C)=O